5-(2-fluoro-6-hydroxy-3-(6-methyl-1,2,5,6-tetrahydropyridin-3-yl)phenyl)-1,2,5-thiadiazolidin-3-one 1,1-dioxide FC1=C(C(=CC=C1C=1CNC(CC1)C)O)N1CC(NS1(=O)=O)=O